(3-{6-azaspiro[2.5]oct-6-yl}-4-{4-[2-(4,4-difluoropiperidin-1-yl)-6-(methylamino)pyrimidin-4-yl]-1H-1,2,3-triazol-1-yl}phenyl)-2-hydroxyeth-ane-1-sulfonamide C1CC12CCN(CC2)C=2C=C(C=CC2N2N=NC(=C2)C2=NC(=NC(=C2)NC)N2CCC(CC2)(F)F)C(CO)S(=O)(=O)N